N-(2-hydroxy-4-iodophenyl)benzamide OC1=C(C=CC(=C1)I)NC(C1=CC=CC=C1)=O